N1C=C(C2=CC=CC=C12)CCNC(=O)C1=CC=2NC(C3N(C2C=C1)CCCC3)=O N-[2-(1H-indol-3-yl)ethyl]-6-oxo-5,6a,7,8,9,10-hexahydropyrido[1,2-a]quinoxaline-3-carboxamide